L-α-Difluoromethylornithine C(C[C@](C(F)F)(C(=O)O)N)CN